NC1CC(C1)(O)C 3-amino-1-methylcyclobutanol